4-(benzyloxy)-3-phenethyloxybenzaldehyde C(C1=CC=CC=C1)OC1=C(C=C(C=O)C=C1)OCCC1=CC=CC=C1